4-carboxybutyl-tritylphosphine bromide [Br-].C(=O)(O)CCCCPC(C1=CC=CC=C1)(C1=CC=CC=C1)C1=CC=CC=C1